ClC=1N=C(C2=C(N1)N(C=C2)[C@H]2C[C@@H]([C@@](O2)(C#C)CO)OC(C2=CC=CC=C2)(C2=CC=CC=C2)C2=CC=C(C=C2)OC)NC(C2=CC=CC=C2)(C2=CC=CC=C2)C2=CC=C(C=C2)OC ((2R,3S,5R)-5-(2-chloro-4-(((4-methoxyphenyl)diphenylmethyl)amino)-7H-pyrrolo[2,3-d]pyrimidin-7-yl)-2-ethynyl-3-((4-methoxyphenyl)diphenylmethoxy)tetrahydrofuran-2-yl)methanol